C(C1=CC=CC=C1)N1C(C(CC1)(C=1C=C2C=NN(C2=CC1C)C1=CC=C(C=C1)F)CC1=CC=CC=C1)=O 1,3-dibenzyl-3-(1-(4-fluorophenyl)-6-methyl-1H-indazol-5-yl)pyrrolidin-2-one